2,4-dimethoxy-N,N-dimethyl-6-propyl-benzenesulfonamide COC1=C(C(=CC(=C1)OC)CCC)S(=O)(=O)N(C)C